C(C)S (ethyl)sulfane